N-((5-cyano-3-fluoro-2-methoxypyridin-4-yl)methyl)-1-((6-cyclopropylimidazo[1,2-a]pyridin-2-yl)methyl)-1H-1,2,3-triazole-4-carboxamide C(#N)C=1C(=C(C(=NC1)OC)F)CNC(=O)C=1N=NN(C1)CC=1N=C2N(C=C(C=C2)C2CC2)C1